[F-].[Nd+2].[F-] Neodymium(II) fluoride